(R)-oxiran-2-yl-methanol O1[C@@H](C1)CO